The molecule is a TDP sugar having 4-dehydro-6-deoxy-D-galactose as the sugar fragment. It derives from a dTDP-D-galactose. It is a conjugate acid of a dTDP-4-dehydro-6-deoxy-D-galactose(2-). C[C@@H]1C(=O)[C@@H]([C@H](C(O1)OP(=O)(O)OP(=O)(O)OC[C@@H]2[C@H](C[C@@H](O2)N3C=C(C(=O)NC3=O)C)O)O)O